FC(=CC1CC(N(CCC1)C(C(=O)N)CC)=O)F 2-[4-(2,2-difluorovinyl)-2-oxo-1-azepanyl]butanamide